4-(9-methyl-2-(3-(1-methylpiperidin-3-yl)-1H-pyrazol-1-yl)-8-(pyridin-4-yl)-9H-purin-6-yl)morpholine CN1C2=NC(=NC(=C2N=C1C1=CC=NC=C1)N1CCOCC1)N1N=C(C=C1)C1CN(CCC1)C